1-(4-(Azetidin-1-yl)-2-methyl-5,7-dihydro-6H-pyrrolo[3,4-d]pyrimidin-6-yl)-2-(1-(2-(difluoromethoxy)pyridin-4-yl)azetidin-3-yl)ethan-1-one N1(CCC1)C=1C2=C(N=C(N1)C)CN(C2)C(CC2CN(C2)C2=CC(=NC=C2)OC(F)F)=O